BrC=1C=C(C=CC1)[C@H]1OC1 (R)-3-bromophenyl-oxirane